ethyl 2-(4-(aminomethyl)-2-((7-bromobenzofuran-5-yl)methoxy)phenyl)acetate NCC1=CC(=C(C=C1)CC(=O)OCC)OCC=1C=C(C2=C(C=CO2)C1)Br